3-toluenesulfonate CC1=CC(=CC=C1)S(=O)(=O)[O-]